CC1=NNC2=CC=CC(=C12)C=1C=NN(C1)CCOC1CCNCC1 3-methyl-4-(1-(2-(piperidin-4-yloxy)ethyl)-1H-pyrazol-4-yl)-1H-indazole